N4-[(2,3-dichlorophenyl)methyl]-6-(1H-indazol-6-yl)-1,3,5-triazine-2,4-diamine ClC1=C(C=CC=C1Cl)CNC1=NC(=NC(=N1)C1=CC=C2C=NNC2=C1)N